O=S1(CCN(CC1)C=1C2=C(N=CN1)N(C(=C2)C2=CC=C(C=C2)NC(=O)N2CCN(CC2)C(=O)OC(C)(C)C)COCC[Si](C)(C)C)=O tert-butyl 4-((4-(4-(1,1-dioxidothiomorpholino)-7-((2-(trimethylsilyl)ethoxy)methyl)-7H-pyrrolo[2,3-d]pyrimidin-6-yl)phenyl)carbamoyl)piperazine-1-carboxylate